CN1C(=NN=C1C1COC1)S 4-methyl-5-(oxetan-3-yl)-4H-1,2,4-triazole-3-thiol